C(C(C)C)C1=CC=C(C=C1)C(C)=O 1-(4-Isobutylphenyl)ethanone